NC(C[C@@H](C#C)NC(=O)C1N(C2=CC=CC=C2C1)C(=O)C1(CC1)C1=CC=C(C=C1)OC(F)(F)F)=O N-[(1S)-1-(2-Amino-2-oxo-ethyl)prop-2-ynyl]-1-[1-[4-(trifluoromethoxy)phenyl]cyclopropanecarbonyl]indoline-2-carboxamide